tert-butyl ((1r,3r)-3-(3-methyl-4-(trifluoromethyl)-1H-pyrazol-1-yl)cyclobutyl)carbamate CC1=NN(C=C1C(F)(F)F)C1CC(C1)NC(OC(C)(C)C)=O